FC1=CC=2CCC=3N(C2N=C1)C=C(N3)C3CCN(CC3)C(=O)OC(C)(C)C tert-butyl 4-(3-fluoro-5,6-dihydroimidazo[1,2-a][1,8]naphthyridin-8-yl)piperidine-1-carboxylate